ClCC(=O)NC1=C(C=CC=C1)C(F)F 2-chloro-N-(2-(difluoromethyl)phenyl)acetamide